triethanolamine sulfate salt S(=O)(=O)(O)O.N(CCO)(CCO)CCO